ClC=1C(=NC=CC1)C(=O)NC1=NC(=CC=C1)C(=C1CCN(CC1)C)F chloro-N-(6-(fluoro(1-methylpiperidin-4-ylidene)methyl)pyridin-2-yl)picolinamide